CN(C1CN(C1)CC1=C(C=CC=C1)C1=CC=C(S1)C(C)NC1=NC(=NC2=CC(=C(C=C12)OC)OC)C)C N-{1-[5-(2-{[3-(dimethylamino)azetidin-1-yl]methyl}phenyl)thiophen-2-yl]ethyl}-6,7-dimethoxy-2-methylquinazolin-4-amine